N-(2-((7-(2,6-difluoro-3,5-dimethoxyphenyl)-2,6-naphthyridin-3-yl)amino)-5-(4-ethylpiperazin-1-yl)-3-methylphenyl)acrylamide FC1=C(C(=C(C=C1OC)OC)F)C1=NC=C2C=C(N=CC2=C1)NC1=C(C=C(C=C1C)N1CCN(CC1)CC)NC(C=C)=O